1-(5-(azetidin-1-yl)-2-fluorophenyl)-6-fluoro-3,3-dimethyl-N-(4-methyl-1,1-dioxidotetrahydro-2H-thiopyran-4-yl)-2-oxoindoline-5-carboxamide N1(CCC1)C=1C=CC(=C(C1)N1C(C(C2=CC(=C(C=C12)F)C(=O)NC1(CCS(CC1)(=O)=O)C)(C)C)=O)F